OCCN1C[C@@H](CCC1)NC=1C=2N(C(=NN1)C1=C(C=C(C=C1)C(F)(F)F)O)N=C(C2)C 2-(4-{[(3R)-1-(2-hydroxyethyl)piperidin-3-yl]amino}-2-methylpyrazolo[1,5-d][1,2,4]triazin-7-yl)-5-(trifluoromethyl)phenol